benzofuran-3-ylmethylboronic acid tert-butyl-(1R,4R,6S)-1,6-dimethyl-2,7-diazaspiro[3.5]nonane-7-carboxylate C(C)(C)(C)OC(=O)N1[C@H](C[C@@]2(CN[C@@H]2C)CC1)C.O1C=C(C2=C1C=CC=C2)CB(O)O